FC1=C(CP(O)(=O)CC[C@H]2OC([C@H]([C@H]([C@@H]2O)O)O)OC2=CC=C(C=C2)OC)C(=CC(=C1)F)F (2,4,6-trifluorobenzyl)(2-((2R,3S,4S,5S)-3,4,5-trihydroxy-6-(4-methoxyphenoxy)tetrahydro-2H-pyran-2-yl)ethyl)phosphinic acid